thiazolidin-2-ylidene[hydrazino]thiazol S1C(NCC1)=S1C(=NC=C1)NN